CS(=O)(=O)NC1C(N(CCC1)C(=O)OC)COC1CCC(CC1)C1=CC=CC=C1 methyl 3-((methylsulfonyl)amino)-2-(((4-phenyl-cyclohexyl)oxy) methyl)piperidine-1-carboxylate